N-{[3-(4-{[(3S,4R)-3-fluoro-1-methylpiperidin-4-yl]amino}-1-(2,2,2-trifluoroethyl)-1H-indol-2-yl)-1,2,4-oxadiazol-5-yl]methyl}-1-methyl-1H-indole-6-carboxamide F[C@H]1CN(CC[C@H]1NC1=C2C=C(N(C2=CC=C1)CC(F)(F)F)C1=NOC(=N1)CNC(=O)C1=CC=C2C=CN(C2=C1)C)C